(((((1R,2S,5R)-2-carbamoyl-7-oxo-1,6-diazabicyclo[3.2.1]octan-6-yl) oxy) sulfonyl) oxy)-2,2-dimethylpropionate C(N)(=O)[C@H]1N2C(N([C@H](CC1)C2)OS(=O)(=O)OCC(C(=O)[O-])(C)C)=O